NC=1N=C(SC1C(=O)C=1C=NC(=CC1)N1CCC(CC1)(C)C#N)N(C1=CC=C(C=C1)F)C(C(=O)N)C (N-[4-amino-5-[6-(4-cyano-4-methyl-1-piperidinyl)pyridine-3-carbonyl]thiazol-2-yl]-4-fluoro-anilino)propanamide